[2H]CC(=O)OC(C)Br 1-bromoethyl deuteroacetate